(11-mercaptoundecyl)trimethylammonium bromide [Br-].SCCCCCCCCCCC[N+](C)(C)C